C(#N)[C@H](CC=1N=CN(C1)C)NC(=O)[C@H](CC(C)C)NC(=O)C=1NC2=CC=CC(=C2C1)OC N-[(1S)-1-[[(1S)-1-cyano-2-(1-methylimidazol-4-yl)ethyl]carbamoyl]-3-methyl-butyl]-4-methoxy-1H-indole-2-carboxamide